4-((4-(3-methyl-1,2,4-oxadiazol-5-yl)benzyl)oxy)phenyl sulfurofluoridate S(OC1=CC=C(C=C1)OCC1=CC=C(C=C1)C1=NC(=NO1)C)(=O)(=O)F